FC(C=1C(=CN(C(C1)=O)C)C(=O)NC1=C(C=C(C(=C1)C1=NC(=CC=C1)N1CCOCC1)F)N1C[C@H](N(CC1)C)C)F 4-(difluoromethyl)-N-[4-fluoro-5-(6-morpholin-4-ylpyridin-2-yl)-2-[(3R)-3,4-dimethylpiperazin-1-yl]phenyl]-1-methyl-6-oxopyridine-3-carboxamide